ClC1=NC=C(C(=C1)C1=C(C=NC(=C1)C)C(=O)NC=1SC(=NN1)C1(COC1)C)OC 2'-chloro-5'-methoxy-6-methyl-N-(5-(3-methyloxetan-3-yl)-1,3,4-thiadiazol-2-yl)-(4,4'-bipyridine)-3-carboxamide